COCO[C@H]1C[C@H]2[C@H]([C@H]([C@H]3[C@@H]4CC[C@H]([C@@H](CCC(=O)N)C)[C@]4([C@H](C[C@@H]3[C@]2(CC1)C)OCOC)C)OCOC)CC 3α,7α,12α-Trimethoxymethyloxy-6α-ethyl-5β-cholan-24-amide